1-(4-(3-(4-(fluoromethyl)phenyl)-1,2,4-oxadiazol-5-yl)piperidin-1-yl)-2-(1-methyl-1H-1,2,4-triazol-5-yl)ethan-1-one FCC1=CC=C(C=C1)C1=NOC(=N1)C1CCN(CC1)C(CC1=NC=NN1C)=O